2-(methoxyethyl)glycine COCCC(N)C(=O)O